CC([SH-]C(C1=C(C=CC=C1)OCCCCCCCCCCCC)=S)(C#N)CCC(=O)O S-[methyl-carboxyethyl-cyanomethyl]-dodecanoxy-benzodithioate